6-(piperidin-4-yloxy)-[1,2,4]triazolo[1,5-a]pyridine N1CCC(CC1)OC=1C=CC=2N(C1)N=CN2